C(C)C1=CC=CC2=C(C3=CC=CC=C3C=C12)OC(=O)C1C(CC=CC1)C(=O)O 4-ethyl-9-[2-carboxy(4-cyclohexenyl)]carbonyloxyanthracene